Methyl {[1-(5-{5-[4-fluoro-3-(trifluoromethyl)phenyl]-7-[{[1-(methoxymethyl) cyclopentyl]methyl}(methyl)amino]-1H-imidazo[4,5-b]pyridin-2-yl}pyrazin-2-yl)piperidin-4-yl]oxy}acetate FC1=C(C=C(C=C1)C1=CC(=C2C(=N1)N=C(N2)C=2N=CC(=NC2)N2CCC(CC2)OCC(=O)OC)N(C)CC2(CCCC2)COC)C(F)(F)F